2-[(3R)-2,6-dioxo-3-piperidinyl]isoindoline-1,3-dione O=C1NC(CC[C@H]1N1C(C2=CC=CC=C2C1=O)=O)=O